bis(n-butylcyclopentadienyl)bis(t-butylcyclopentadienyl)hafnium C(CCC)C1(C=CC=C1)[Hf](C1(C=CC=C1)C(C)(C)C)(C1(C=CC=C1)C(C)(C)C)C1(C=CC=C1)CCCC